ClC=1C(=NC(=NC1)N1N=C(N=C1)C)N1CCN(CC1)C(=O)OC(C)(C)C tert-Butyl 4-(5-chloro-2-(3-methyl-1H-1,2,4-triazol-1-yl)pyrimidin-4-yl)piperazine-1-carboxylate